CN1C(C2=C(C(=C1)C(C)C1=CC=CC=C1)C=C(N2)C(=O)NC=2C=NN(C2)C)=O 6-methyl-N-(1-methyl-1H-pyrazol-4-yl)-7-oxo-4-(1-phenylethyl)-6,7-dihydro-1H-pyrrolo[2,3-c]pyridine-2-carboxamide